(3-chloro-1-methyl-1H-pyrrolo[2,3-b]pyridin-5-yl)-1-(1-carbonyl-1,2-dihydroisoquinolin-5-yl)-5-(trifluoromethyl)-1H-pyrazole-4-carboxamide ClC1=CN(C2=NC=C(C=C21)C2=NN(C(=C2C(=O)N)C(F)(F)F)C2=C1C=CNC(C1=CC=C2)=C=O)C